C1(=CC=CC=2C3=CC=CC=C3CC12)NC(=O)NC(C1=C(C=CC=C1O)F)=O N-(9H-fluorenyl)carbamoyl-2-fluoro-6-hydroxybenzamide